COC1C2(CNC[C@](C1)(N2C(=O)[O-])C)C (S)-6-methoxy-1,5-dimethyl-3,8-diazabicyclo[3.2.1]octane-8-carboxylate